C(C1=CC=CC=C1)OC1=C(C(=NC(=C1C(=C)C)C)[C@@H]1O[C@]([C@H]([C@H]1C1=C(C(=C(C=C1)F)F)OC)C)(C(F)(F)F)C)C(=C)C 4-(benzyloxy)-2-((2R,3S,4S,5R)-3-(3,4-difluoro-2-methoxyphenyl)-4,5-dimethyl-5-(trifluoromethyl)tetrahydrofuran-2-yl)-6-methyl-3,5-di(prop-1-en-2-yl)pyridine